2-(3-(3-(4-methyl-4H-1,2,4-triazol-3-yl)tetrahydrofuran-3-yl)phenyl)-4-(trifluoromethyl)isoindolin-1-one CN1C(=NN=C1)C1(COCC1)C=1C=C(C=CC1)N1C(C2=CC=CC(=C2C1)C(F)(F)F)=O